COC(=O)C1C(N(CC1)CC=1N(C2=C(C=NC=3C=CC(=CC23)C#N)N1)[C@H]1C[C@H](OCC1)C)C methyl-1-({8-cyano-1-[(2R,4R)-2-methyltetrahydro-2H-pyran-4-yl]-1H-imidazo[4,5-c]quinolin-2-yl}methyl)pyrrolidine-3-carboxylic acid methyl ester